(5-(4-(tert-butyl)phenyl)-1H-1,2,4-triazol-3-yl)(8-azaspiro[4.5]dec-8-yl)methanone C(C)(C)(C)C1=CC=C(C=C1)C1=NC(=NN1)C(=O)N1CCC2(CCCC2)CC1